3-(3-bromo-2-oxopropyl)azetidine-1-carboxylic acid tert-butyl ester C(C)(C)(C)OC(=O)N1CC(C1)CC(CBr)=O